(3-(1-oxo-4-(trifluoromethyl)isoindolin-2-yl)phenyl)boronic acid O=C1N(CC2=C(C=CC=C12)C(F)(F)F)C=1C=C(C=CC1)B(O)O